(5-bromo-6-methylpyridin-2-yl)prop-2-yn-1-ol BrC=1C=CC(=NC1C)C(C#C)O